ClC=1C=CC(N(C1)C1=CC=C(C=C1)S(=O)(=O)C=1C(NC(=C(C1O)C1=C(C=CC=C1OC)OC)COCC)=O)=O 3-((4-(5-chloro-2-oxopyridin-1(2H)-yl)phenyl)sulfonyl)-5-(2,6-dimethoxyphenyl)-6-(ethoxymethyl)-4-hydroxypyridin-2(1H)-one